ClCC=1C(=NC=CC1)N(S(=O)(=O)C)CC N-[3-(chloromethyl)pyridin-2-yl]-N-ethylmethanesulfonamide